ClC1=C(C=CC=C1)C1C(O1)(C1=C(C=C(C=C1)F)F)CN1N=CN=C1OS(=O)(=O)OC#N 1-{[3-(2-chlorophenyl)-2-(2,4-difluorophenyl)oxiran-2-yl]methyl}-1H-1,2,4-triazol-5-ylsulfocyanate